2-(Methylsulfanyl)-5-(phenylsulfonyl)pyrimidine-4-carboxylic acid methyl ester COC(=O)C1=NC(=NC=C1S(=O)(=O)C1=CC=CC=C1)SC